ClC1=NC(=C2C(=N1)N(N=C2)[C@H]2[C@@H]([C@@H]([C@H](O2)CO[C@@](CS(=O)(=O)C)(C)P(O)(O)=O)O)O)NC2CCCC2 ((S)-2-(((2R,3S,4R,5R)-5-(6-chloro-4-(cyclopentylamino)-1H-pyrazolo[3,4-d]pyrimidin-1-yl)-3,4-dihydroxytetrahydro-furan-2-yl)methoxy)-1-(methyl-sulfonyl)propan-2-yl)phosphonic acid